(R)-1-(6-fluoroisochroman-1-yl)-N-methyl-methylamine FC=1C=C2CCO[C@H](C2=CC1)CNC